C(CCCCCCCCCCCCC)(=O)OCCCN(C(CN(C)C)=O)CCCCCCCC(=O)OC(CCCCCCCC)CCCCCCCC 3-(2-(dimethylamino)-N-(8-(heptadecan-9-yloxy)-8-oxooctyl)acetamido)propyl tetradecanoate